4-bromo-2-(3-methyl-1H-indol-1-yl)aniline BrC1=CC(=C(N)C=C1)N1C=C(C2=CC=CC=C12)C